C(C)(C)(C)C1=C(C(=CC(=C1)C)C(C)(C)C)OC 1,3-di-t-butyl-2-methoxy-5-methylbenzene